ClC=1C(=CC(=NC1)OC)C1=CC(=NN1)C(=O)N1CCC(CC1)C(=O)N[C@H]1CCCC=2C=CC=NC12 1-[5-(5-chloro-2-methoxypyridin-4-yl)-1H-pyrazole-3-carbonyl]-N-[(8S)-5,6,7,8-tetrahydroquinolin-8-yl]piperidine-4-carboxamide